BrC1=CC=C(OCCN2CCOCC2)C=C1 [2-(4-bromophenoxy)ethyl]morpholine